OC=1C=C(C=CC1)C=1C=C2C=CC(=NC2=CC1)N1CCC(CC1)C(=O)O 1-(6-(3-hydroxyphenyl)quinolin-2-yl)piperidine-4-carboxylic acid